1-(pyridin-3-yl)-1H-1,2,3-triazole N1=CC(=CC=C1)N1N=NC=C1